2-(1-(7,7-difluoro-2-((S)-2-methylazetidin-1-yl)-6,7-dihydro-5H-cyclopenta[d]pyrimidin-4-yl)pyrrolidin-3-yl)acetic acid FC1(CCC2=C1N=C(N=C2N2CC(CC2)CC(=O)O)N2[C@H](CC2)C)F